5-chloro-2-[[1-[6-(3-cyclopropyl-1H-1,2,4-triazol-5-yl)-2-azaspiro[3.3]heptane-2-carbonyl]-4-piperidyl]methoxy]nicotinonitrile ClC=1C=NC(=C(C#N)C1)OCC1CCN(CC1)C(=O)N1CC2(C1)CC(C2)C2=NC(=NN2)C2CC2